N-(4-(4-(3-oxa-8-azabicyclo[3.2.1]octan-8-yl)-7H-pyrrolo[2,3-d]pyrimidin-6-yl)phenyl)-1'-(but-2-ynoyl)-[1,4'-bipiperidine]-4-carboxamide C12COCC(CC1)N2C=2C1=C(N=CN2)NC(=C1)C1=CC=C(C=C1)NC(=O)C1CCN(CC1)C1CCN(CC1)C(C#CC)=O